methyl 4-hydroxy-8-(trifluoromethyl)isoquinoline-3-carboxylate OC1=C(N=CC2=C(C=CC=C12)C(F)(F)F)C(=O)OC